1-(4-((3S,4R)-3-(2,5-difluoro-4-methylphenyl)-7-hydroxyisochroman-4-yl)phenyl)piperidine-4-carbaldehyde FC1=C(C=C(C(=C1)C)F)[C@H]1OCC2=CC(=CC=C2[C@H]1C1=CC=C(C=C1)N1CCC(CC1)C=O)O